C(CCCCC=CCC=CCC=CCCCCC)(=O)[O-] octadeca-6,9,12-trienoate